C1(CCCCC1)C(=O)N1CCC2=CC(=CC=C12)[C@H]1[C@@H](C1)NCC1CCNCC1 Trans-cyclohexyl-(5-(2-(piperidin-4-ylmethylamino)cyclopropyl)indolin-1-yl)methanone